1-{1-[4-chloro-4'-(piperazin-1-yl)[1,1'-biphenyl]-2-yl]piperidin-3-yl}-5-(difluoromethyl)-1H-pyrazole-4-carboxylic acid ethyl ester C(C)OC(=O)C=1C=NN(C1C(F)F)C1CN(CCC1)C1=C(C=CC(=C1)Cl)C1=CC=C(C=C1)N1CCNCC1